The molecule is a triterpenoid saponin that is composed of (3beta,16alpha)-13,28-epoxyoleanane-3,16-diol having a beta-D-Xylp-(1->2)-beta-D-Glcp-(1->4)-alpha-L-Arap moiety attached to position 3 by a glycosidic linkage. It is isolated from the whole plants of Ardisia japonica and exhibits significant cytotoxicity against a panel of human cancer cell lines. It has a role as an antineoplastic agent and a plant metabolite. It is a bridged compound, a cyclic ether, a secondary alcohol, a trisaccharide derivative, a hexacyclic triterpenoid and a triterpenoid saponin. It derives from a (3beta,16alpha)-13,28-epoxyoleanane-3,16-diol. It derives from a hydride of an oleanane. C[C@]12CC[C@@H](C([C@@H]1CC[C@@]3([C@@H]2CC[C@@]45[C@]3(C[C@H]([C@@]6([C@H]4CC(CC6)(C)C)CO5)O)C)C)(C)C)O[C@H]7[C@@H]([C@H]([C@H](CO7)O[C@H]8[C@@H]([C@H]([C@@H]([C@H](O8)CO)O)O)O[C@H]9[C@@H]([C@H]([C@@H](CO9)O)O)O)O)O